Perfluorophenyl 5-((diethoxyphosphoryl)methyl)benzo[b]thiophene-2-carboxylate C(C)OP(=O)(OCC)CC1=CC2=C(SC(=C2)C(=O)OC2=C(C(=C(C(=C2F)F)F)F)F)C=C1